ClC=1C=CC(=C(C1)NC(CN[C@@H](CC1=CC=CC=C1)C(=O)O)=O)N1N=NC(=C1)Cl (2-((5-Chloro-2-(4-chloro-1H-1,2,3-triazol-1-yl)phenyl)amino)-2-oxoethyl)phenylalanine